2-amino-4,6-dimethoxybenzoic acid NC1=C(C(=O)O)C(=CC(=C1)OC)OC